ClC1=C(C=C(C=C1)S(=O)(=O)[C@@H]1[C@](CN(C1)S(=O)(=O)C1=C(C=C(C=C1)Cl)Cl)(O)CO)F (3r,4s)-4-((4-chloro-3-fluorophenyl)sulfonyl)-1-((2,4-dichlorophenyl)sulfonyl)-3-(hydroxymethyl)pyrrolidin-3-ol